COC1=C(C=CC2=CN(N=C12)CC1=C2C=CNC2=C(C=C1OC)C)C#N 7-methoxy-2-((5-methoxy-7-methyl-1H-indol-4-yl)methyl)-2H-indazole-6-carbonitrile